2-[3-fluoro-4-(2-hydroxypropan-2-yl)phenyl]-4-[2-(2,2,2-trifluoroethoxy)phenyl]-2,3-dihydro-1H-pyrrolo[3,4-c]pyridin-1-one FC=1C=C(C=CC1C(C)(C)O)N1CC=2C(=NC=CC2C1=O)C1=C(C=CC=C1)OCC(F)(F)F